C(#N)C=1C=C(C=CC1F)NC(=O)N1CC=2C(=NN3C2C(CC[C@@H](C3)CO)(F)F)C[C@H]1C |o1:22| (3R,8S*)-N-(3-Cyano-4-fluorophenyl)-11,11-difluoro-8-(hydroxymethyl)-3-methyl-3,4,8,9,10,11-hexahydro-1H-pyrido[4',3':3,4]pyrazolo[1,5-a]azepine-2(7H)-carboxamide